pentaerythritol [methylene β-(3,5-di-tert-butyl-4-hydroxyphenyl) propionate] C=C(C(=O)OCC(CO)(CO)CO)CC1=CC(=C(C(=C1)C(C)(C)C)O)C(C)(C)C